2-(1-naphthyl)-4-[[phenylsulfonyl]oxy]-5-amino-3(2H)-furanone C1(=CC=CC2=CC=CC=C12)C1OC(=C(C1=O)OS(=O)(=O)C1=CC=CC=C1)N